methyl 2-((4-(tert-butoxycarbonyl) piperazin-1-yl) methyl)-1h-indole-6-carboxylate C(C)(C)(C)OC(=O)N1CCN(CC1)CC=1NC2=CC(=CC=C2C1)C(=O)OC